O[C@H](CC)C=1N=C(SC1)C(=O)C1=CNC2=CC=CC=C12 (R)-(4-(1-hydroxypropyl)thiazol-2-yl)(1H-indol-3-yl)methanone